3-Bromo-1-(2,2-difluoroethyl)-1H-pyrazolo[3,4-d]pyrimidin-4-ylamine BrC1=NN(C2=NC=NC(=C21)N)CC(F)F